Cl.FC1(CCC(CC1)C=1CCCC2=C(C1C1=CC=C(C=C1)CC1CN(C1)CCCF)C=CC(=C2)C(=O)O)F 8-(4,4-difluorocyclohexyl)-9-(4-((1-(3-fluoropropyl)azetidin-3-yl)methyl)phenyl)-6,7-dihydro-5H-benzo[7]annulene-3-carboxylic acid hydrochloride